2-((7-bromo-4-oxo-5-(2,2,2-trifluoroethoxy)-3,4-dihydrophthalazin-1-yl)methyl)isoindole BrC1=CC(=C2C(NN=C(C2=C1)CN1C=C2C=CC=CC2=C1)=O)OCC(F)(F)F